1-(2,6-dimethylpyridin-3-yl)-N-((5-(pyridin-2-yl)isoxazol-3-yl)methyl)-1H-1,2,3-triazole-4-carboxamide CC1=NC(=CC=C1N1N=NC(=C1)C(=O)NCC1=NOC(=C1)C1=NC=CC=C1)C